ClC1=CC=C(C=C1)C=1C=2C(=C(SC2N2C(=NN=C2[C@@H](N1)CC(=O)OC(C)(C)C)C)C)C tert-butyl 2-[(9S)-7-(4-chlorophenyl)-4,5,13-trimethyl-3-thia-1,8,11,12-tetrazatricyclo[8.3.0.02,6]trideca-2(6),4,7,10,12-pentaen-9-yl]acetate